methyl (S)-4-(5-fluoro-4-((S)-1-fluoroethyl)pyridin-3-yl)-2-(fluoromethyl)-5-oxo-1,4,5,7-tetrahydrofuro[3,4-b]pyridine-3-carboxylate FC=1C(=C(C=NC1)[C@H]1C2=C(NC(=C1C(=O)OC)CF)COC2=O)[C@H](C)F